((2-methylbut-3-yn-2-yl) oxy) ethylmethanesulfonate C(C)CS(=O)(=O)OOC(C)(C#C)C